FC1=CC=C(C=C1)C1=CC(OC2=CC(=CC(=C12)O[C@@H](C(=O)N1C[C@H](CCC1)C(=O)O)C)C)=O (S)-1-((R)-2-((4-(4-fluorophenyl)-7-methyl-2-oxo-2H-chromen-5-yl)oxy)propanoyl)piperidine-3-carboxylic acid